7-(5-(5-((1R,2S)-2-(2-hydroxypropan-2-yl)cyclopropyl)-1,3,4-thiadiazol-2-yl)-4-(oxetan-3-ylamino)pyridin-2-yl)pyrrolo[1,2-b]pyridazine-3-carbonitrile OC(C)(C)[C@@H]1[C@@H](C1)C1=NN=C(S1)C=1C(=CC(=NC1)C1=CC=C2N1N=CC(=C2)C#N)NC2COC2